N-(2-Cyclohexyl-4-((4-(trifluoromethyl)benzyl)amino)phenyl)heptanamid C1(CCCCC1)C1=C(C=CC(=C1)NCC1=CC=C(C=C1)C(F)(F)F)NC(CCCCCC)=O